FC=1C=C2N(CCN(C2=CC1)C(=O)NCC1CCNCC1)C1=CC=C(C=C1)F 6-Fluoro-4-(4-fluorophenyl)-N-(piperidin-4-ylmethyl)-3,4-dihydroquinoxaline-1(2H)-carboxamide